FC=1C=C(C=CC1)N1N=C(C=C(C1=O)C(=O)N[C@H](CO)C(C)C)C1=CC=C(C=C1)OC 2-(3-fluorophenyl)-N-[(2S)-1-hydroxy-3-methylbut-2-yl]-6-(4-methoxyphenyl)-3-oxo-2,3-dihydropyridazine-4-carboxamide